trans-N-(4-(pyridin-3-yloxy)cyclohexyl)-5-(2,5-dimethylphenoxy)-2,2-dimethylpentanamide N1=CC(=CC=C1)O[C@@H]1CC[C@H](CC1)NC(C(CCCOC1=C(C=CC(=C1)C)C)(C)C)=O